C(C)OC(=O)[C@H]1NC[C@@H](CC1)NCC1=CC=CC=C1 (2S,5r)-5-(phenylmethylamino)piperidine-2-carboxylic acid ethyl ester